tert-butyl (cis)-4-[4-[2-(2,5-dioxopyrrolidin-1-yl)ethoxy]phenyl]-5-[((3-oxo-2,3-dihydro-1H-isoindol-5-yl)oxy)methyl]azepane-1-carboxylate O=C1N(C(CC1)=O)CCOC1=CC=C(C=C1)[C@@H]1CCN(CC[C@@H]1COC=1C=C2C(NCC2=CC1)=O)C(=O)OC(C)(C)C